C(C)OC(=O)C1=NOC=C1CO (hydroxymethyl)isoxazole-3-carboxylic acid ethyl ester